5-hydroxy-2-(4-methoxyphenyl)-4-(piperidin-1-ylmethyl)-1H-indole-3-carboxylic acid ethyl ester C(C)OC(=O)C1=C(NC2=CC=C(C(=C12)CN1CCCCC1)O)C1=CC=C(C=C1)OC